Bis(3-triethoxy silylpropyl) disulphide C(C)O[Si](CCCSSCCC[Si](OCC)(OCC)OCC)(OCC)OCC